BrC1=CC(=C(C=C1)C[C@@H](C#N)NC(OC(C)(C)C)=O)F tert-butyl (S)-(2-(4-bromo-2-fluorophenyl)-1-cyanoethyl)carbamate